formaldehyde sulfoxylate S(O)O.C=O